(R)- and (S)-(7R)-N-(2,4-difluorobenzyl)-4,4-difluoro-12-hydroxy-1,11-dioxo-1,4,5,6,7,11-hexahydro-3H-2,7-methanopyrido[1,2-a][1,4]diazonine-10-carboxamide FC1=C(CNC(=O)C=2C(C(=C3N([C@@H]4CCC(CN(C3=O)C4)(F)F)C2)O)=O)C=CC(=C1)F